N-methyl-2-phenyl-4,5,6,7-tetrahydrobenzothiophen-5-amine CNC1CCC2=C(C=C(S2)C2=CC=CC=C2)C1